N1CC(CC1)N1N=C(C2=CC=CC=C12)C1=CC=C(C=C1)C(F)(F)F 1-(pyrrolidin-3-yl)-3-(4-(trifluoromethyl)phenyl)-1H-indazole